ClC=1C(N(C(=CC1OCC1=NC=C(C=C1F)F)C)C1=CC(=NC=C1C)C1=NC(=NC=C1)[C@H](O)C1CC1)=O |o1:31| rel-3-chloro-2'-{2-[cyclopropyl(hydroxy)methyl]pyrimidin-4-yl}-4-[(3,5-difluoropyridin-2-yl)methoxy]-5',6-dimethyl-[1,4'-bipyridin]-2-one